ethyl 1-(3-bromophenyl)-2-oxopiperidine-3-carboxylate BrC=1C=C(C=CC1)N1C(C(CCC1)C(=O)OCC)=O